C(C1=CC=CC=C1)OCOCCCC(C)[Mg]I 4-benzyloxymethoxy-1-methylbutylmagnesium iodide